ClC=1C=CC(=C(C1)C1=C(C=NC(=C1)C)C(=O)NC=1SC=2C(=NC=C(N2)C2=CC3=C(C=N2)N(C=N3)C)N1)OC 4-(5-chloro-2-methoxy-phenyl)-6-methyl-N-[6-(3-methyl-3H-imidazo[4,5-c]pyridin-6-yl)thiazolo[4,5-b]pyrazin-2-yl]pyridine-3-carboxamide